ClC=1C=NN(C(C1Cl)=O)CC(=O)NC1=CC(=C(C=C1)C)S(N[C@@H](C)C1=NC=CC=C1)(=O)=O (S)-2-(4,5-dichloro-6-oxopyridazin-1(6H)-yl)-N-(4-methyl-3-(N-(1-(pyridin-2-yl)ethyl)sulfamoyl)phenyl)acetamide